C(=O)C1N(CCCC1)CC1=CC=C(C(=O)N)C=C1 4-[(2-FORMYLPIPERIDIN-1-YL)METHYL]BENZAMIDE